6-Cyclobutoxy-4-(3-(6,6-difluoro-4-(5-(trifluoromethyl)pyrimidin-2-yl)-1,4-diazepane-1-carbonyl)-4-fluorobenzyl)phthalazin-1(2H)-one C1(CCC1)OC=1C=C2C(=NNC(C2=CC1)=O)CC1=CC(=C(C=C1)F)C(=O)N1CCN(CC(C1)(F)F)C1=NC=C(C=N1)C(F)(F)F